C(=O)=O carbon (iv) oxide